tert-butyl (R)-(1-((2-cyanopyridin-4-yl)methyl)-3-methylpiperidin-3-yl)carbamate C(#N)C1=NC=CC(=C1)CN1C[C@](CCC1)(C)NC(OC(C)(C)C)=O